4,4'-(α-methylbenzylidene)bisphenol CC(C1=CC=CC=C1)(C1=CC=C(C=C1)O)C1=CC=C(C=C1)O